tert-butyl 3-((7-bromo-2,6-dichloro-8-fluoro-3-nitroquinolin-4-yl)amino)pyrrolidine-1-carboxylate BrC1=C(C=C2C(=C(C(=NC2=C1F)Cl)[N+](=O)[O-])NC1CN(CC1)C(=O)OC(C)(C)C)Cl